(S)-6,6-dimethyl-N-((S)-1-oxo-3-((S)-2-oxopyrrolidin-3-yl)propan-2-yl)-3-(2-(4-(trifluoromethoxy)phenoxy)acetyl)-3-azabicyclo[3.1.0]hexane-2-carboxamide CC1(C2CN(C([C@H]12)C(=O)N[C@H](C=O)C[C@H]1C(NCC1)=O)C(COC1=CC=C(C=C1)OC(F)(F)F)=O)C